FC1=C(C=C(C=C1C)C1=C(C=C(C=C1C)F)C)[C@H](CC(=O)OCC)NC(C(CC(C)C)N1C(C(=CC(=C1)CCN1CC(C1)F)F)=O)=O Ethyl (3S)-3-(4,4'-difluoro-2',5,6'-trimethyl-[1,1'-biphenyl]-3-yl)-3-(2-(3-fluoro-5-(2-(3-fluoroazetidin-1-yl)ethyl)-2-oxopyridin-1(2H)-yl)-4-methylpentanamido)propanoate